4,7-bis(1,3,4,6,7,8-hexahydro-2H-pyrimido[1,2-a]pyrimidin-1-yl)-1,10-phenanthroline N1(C=2N(CCC1)CCCN2)C2=CC=NC1=C3N=CC=C(C3=CC=C21)N2C=1N(CCC2)CCCN1